FC1=C(C(=CC(=C1)C)O[C@H]1C[C@@H](CC1)NC)C1=CC(=NN1)NC=1N=CC(=NC1)C#N 5-((5-(2-fluoro-4-methyl-6-(((1R,3R)-3-(methylamino)cyclopentyl)oxy)phenyl)-1H-pyrazol-3-yl)amino)pyrazine-2-carbonitrile